2-((4-aminobenzyl)thio)-6-(dimethylamino)-4-ethylpyridine NC1=CC=C(CSC2=NC(=CC(=C2)CC)N(C)C)C=C1